C(#N)CCCCC(CC(CC)C1=C(CC2(OCCO2)CC1)C(=O)OCC)(F)F Ethyl 8-(9-cyano-5,5-difluorononan-3-yl)-1,4-dioxaspiro[4.5]dec-7-ene-7-carboxylate